COC1=C2C=C(NC2=CC=C1)C(=O)N[C@H](C(N[C@@H](C[C@H]1C(NCC1)=O)C(COCC(F)(F)F)=O)=O)CC(C)C 4-methoxy-N-((S)-4-methyl-1-oxo-1-(((S)-3-oxo-1-((S)-2-oxopyrrolidin-3-yl)-4-(2,2,2-trifluoroethoxy)butan-2-yl)amino)pentan-2-yl)-1H-indole-2-carboxamide